FC(C(C(C(C(C(C(C(F)(F)F)(F)F)(F)F)(F)F)(F)F)(F)F)(F)F)(S(=O)(=O)ON1C(=O)C2C3C=CC(C2C1=O)C3)F N-(perfluoro-n-octanesulfonyloxy)bicyclo[2.2.1]hept-5-ene-2,3-dicarboximide